C(C)(C)(C)C1=CC=C(C=C1)S(=O)C=1C2=CC=CC=C2C=2C=CC=CC2C1C1=CC=CC=C1 9-((4-(tert-butyl)phenyl)sulfinyl)-10-phenylphenanthrene